tert-butyl 3-(8-fluoro-7-(3-(methoxymethoxy)-8-((triisopropylsilyl)ethynyl)naphthalen-1-yl)-2-(methylthio)pyrido[4,3-d]pyrimidin-4-yl)-3,8-diazabicyclo[3.2.1]octane-8-carboxylate FC1=C(N=CC2=C1N=C(N=C2N2CC1CCC(C2)N1C(=O)OC(C)(C)C)SC)C1=CC(=CC2=CC=CC(=C12)C#C[Si](C(C)C)(C(C)C)C(C)C)OCOC